tertbutyl N-(2-chloroethyl)carbamate ClCCNC(OC(C)(C)C)=O